NC1=NN2C(CN(CC2)C(=O)OC(C)(C)C)=C1 tert-butyl 2-amino-6,7-dihydro-4H-pyrazolo[1,5-a]pyrazine-5-carboxylate